Ethyl (2S)-2-[[(2S)-4-[5-[bis(1,1,2,2-tetradeuterio-2-methylsulfonyloxy-ethyl)amino]-1-methyl-benzimidazol-2-yl]-2-(tert-butoxycarbonylamino)butanoyl]amino]-4-methyl-pentanoate [2H]C(C(OS(=O)(=O)C)([2H])[2H])([2H])N(C1=CC2=C(N(C(=N2)CC[C@@H](C(=O)N[C@H](C(=O)OCC)CC(C)C)NC(=O)OC(C)(C)C)C)C=C1)C(C([2H])([2H])OS(=O)(=O)C)([2H])[2H]